C1(=CC(=CC(=C1)C=O)C=O)C1=CC=CC=C1 [1,1'-biphenyl]-3,5-dicarboxaldehyde